N-(5-fluoro-4-(7-fluoro-3-isopropyl-2-methyl-benzimidazol-5-yl)pyrimidin-2-yl)-6-(2-(methylsulfonyl)ethyl)-7,8-dihydro-5H-1,6-naphthyridine-2-amine 2,4,6-trimethylbenzenesulfonate CC1=C(C(=CC(=C1)C)C)S(=O)(=O)O.FC=1C(=NC(=NC1)NC1=NC=2CCN(CC2C=C1)CCS(=O)(=O)C)C1=CC2=C(N=C(N2C(C)C)C)C(=C1)F